6-methoxy-3-(5-(4-(trifluoromethoxy)phenoxy)thiophen-2-yl)-3,4-dihydroacridine-1,9(2H,10H)-dione COC=1C=C2NC=3CC(CC(C3C(C2=CC1)=O)=O)C=1SC(=CC1)OC1=CC=C(C=C1)OC(F)(F)F